ClC=1C=NN(C(C1Cl)=O)[C@@H](C(=O)NC1=CC2=C(N(CCN(S2(=O)=O)C)C)C=C1)C (R)-2-(4,5-dichloro-6-oxopyridazin-1(6H)-yl)-N-(2,5-dimethyl-1,1-dioxido-2,3,4,5-tetrahydrobenzo[f][1,2,5]thiadiazepin-8-yl)propanamide